3-chloro-5,6-dihydro-2(1h)-pyridone ClC=1C(NCCC1)=O